1-isopropylamino-3-(4-bromo-1-naphthyloxy)-2-propanol C(C)(C)NCC(COC1=CC=C(C2=CC=CC=C12)Br)O